DIHYDROPHTHALAZINE C1C2=CC=CC=C2C=NN1